(+-)-cis-N-[8-amino-6-(5-isopropyl-1H-pyrazol-4-yl)-3-isoquinolinyl]-2-fluoro-cyclopropanecarboxamide NC=1C=C(C=C2C=C(N=CC12)NC(=O)[C@H]1[C@H](C1)F)C=1C=NNC1C(C)C |r|